NC1=C2C(=NC=N1)N(N=C2C2=CC=C(C=C2)CNC(C2=C(C=CC=C2)OC)=O)[C@@H]2CCC1=CC=CC=C21 N-[(4-[4-amino-1-[(1R)-2,3-dihydro-1H-inden-1-yl]-1H-pyrazolo[3,4-d]pyrimidin-3-yl]phenyl)methyl]-2-methoxybenzamide